(1R)-4-chloro-3-(trifluoromethyl)-2,3-dihydrodispiro[indene-1,1'-cyclohexane-3',2''-[1,3]dioxolane]-3-ol ClC1=C2C(C[C@]3(CC4(OCCO4)CCC3)C2=CC=C1)(O)C(F)(F)F